ClC1=NC(=CC(=C1)C(CNC(CO)CO)O)Cl 2-((2-(2,6-dichloropyridin-4-yl)-2-hydroxyethyl)amino)propane-1,3-diol